1-benzyl-4-(2-(prop-1-en-2-yl)phenyl)piperidine-4-carboxylic acid C(C1=CC=CC=C1)N1CCC(CC1)(C(=O)O)C1=C(C=CC=C1)C(=C)C